(R)-3-((4-(1-(4-(2,4-dioxotetrahydropyrimidin-1(2H)-yl)-3-fluorobenzyl)piperidin-4-yl)phenyl)amino)-5-(3-(3-methyl-2-oxoimidazolin-1-yl)piperidin-1-yl)pyrazine-2-carboxamide O=C1N(CCC(N1)=O)C1=C(C=C(CN2CCC(CC2)C2=CC=C(C=C2)NC=2C(=NC=C(N2)N2C[C@@H](CCC2)N2C(N(CC2)C)=O)C(=O)N)C=C1)F